NC1=NN2C(C(=C(C=C2)C2=CN=CC(=N2)C=2C=NN(C2)C(C(C)(O)C)C2=CC=C(C=C2)F)C)=N1 1-(4-(6-(2-amino-8-methyl-[1,2,4]triazolo[1,5-a]pyridin-7-yl)pyrazin-2-yl)-1H-pyrazol-1-yl)-1-(4-fluorophenyl)-2-methylpropan-2-ol